CC1C(NC2=CC=CC=C12)=O 3-methyl-oxindole